((2R,6R)-2,6-dimethylpiperazin-1,4-diyl)bis((2-fluoro-4-methoxyphenyl)methanone) C[C@H]1N([C@@H](CN(C1)C(=O)C1=C(C=C(C=C1)OC)F)C)C(=O)C1=C(C=C(C=C1)OC)F